N-methyl-6-(2-azaspiro[5.5]undecan-2-yl)-N-(thiomorpholin-2-ylmethyl)-2-(trifluoromethyl)pyrimidin-4-amine CN(C1=NC(=NC(=C1)N1CC2(CCC1)CCCCC2)C(F)(F)F)CC2CNCCS2